[N+](=O)([O-])C1=C(C=CC=C1)CSC=1OC2=C(N1)C=CC=C2 2-[(2-Nitrophenyl)methylthio]-1,3-benzoxazole